[(Z)-[amino-[4-[(1S)-1-(5-chloro-2,6-dimethyl-pyrimidin-4-yl)oxyethyl]phenyl]-methylene] amino] cyclopropanecarboxylate C1(CC1)C(=O)O\N=C(\C1=CC=C(C=C1)[C@H](C)OC1=NC(=NC(=C1Cl)C)C)/N